7-bromo-3,8-dichloro-13-[(1-tritylpyrazol-3-yl)methyl]-10-oxa-2,4,13-triazatricyclo[7.4.1.05,14]tetradeca-1,3,5(14),6,8-pentaene BrC1=CC=2N=C(N=C3N(CCOC(=C1Cl)C32)CC3=NN(C=C3)C(C3=CC=CC=C3)(C3=CC=CC=C3)C3=CC=CC=C3)Cl